methyl-(E,Z-hydroxyfarnesyl-acetone) CC(C(C)=O)C\C=C(/C)\CC\C=C(\C)/CCC=C(C)CO